OC1C(N(CC1)C([2H])([2H])[2H])=O 3-hydroxy-1-(methyl-d3)-pyrrolidin-2-one